N1(CCCC1)C=1C2=C(N(C(N1)=O)C1=C(C=CC=C1)C)N=C(C=C2)C(F)(F)F 4-(Pyrrolidin-1-yl)-1-(o-tolyl)-7-(trifluoromethyl)pyrido[2,3-d]pyrimidin-2(1H)-one